BrC1=C(C(=CC(=C1)C(F)F)F)C 1-bromo-5-(difluoromethyl)-3-fluoro-2-methylbenzene